7-cyano-8-isopropoxy-N-(2-((methylthio)methyl)pyridin-4-yl)quinazolin-2-amine C(#N)C1=CC=C2C=NC(=NC2=C1OC(C)C)NC1=CC(=NC=C1)CSC